CN1CC(C1)(C)[C@@](C=1C=C(C=NC1)C1CC(CC1)(O)CC)(C1=CC=C(C=C1)C(C)C)O 3-{5-[(R)-(1,3-dimethyl-azetidin-3-yl)-hydroxy-(4-isopropyl-phenyl)-methyl]-pyridin-3-yl}-1-ethyl-cyclopentanol